Cl.BrC1=NC(=C(C2=CC=CC=C12)Br)[C@H](CC1=CC(=CC(=C1)F)F)N (S)-1-(1,4-dibromo-isoquinolin-3-yl)-2-(3,5-difluorophenyl)ethylamine hydrochloride